1-iodomethylpropane ICCCC